tert-butyl ((1S)-4-fluoro-1'-(3-iodo-1-(tetrahydro-2H-pyran-2-yl)-1H-pyrazolo[3,4-b]pyrazin-6-yl)-1,3-dihydrospiro[indene-2,4'-piperidin]-1-yl)carbamate FC1=C2CC3(CCN(CC3)C3=CN=C4C(=N3)N(N=C4I)C4OCCCC4)[C@@H](C2=CC=C1)NC(OC(C)(C)C)=O